CC1(C(N(C(N1CC1=CC(=NC=C1)NC(C)C1=NC=CN=C1)=O)C1=CC=C(C=C1)C1(CC1)C(F)(F)F)=O)C 5,5-dimethyl-1-((2-((1-(pyrazin-2-yl)ethyl)amino)pyridin-4-yl)methyl)-3-(4-(1-(trifluoromethyl)cyclopropyl)phenyl)imidazolidine-2,4-dione